5-ethoxy-bicyclo[2.2.1]hept-2-ene C(C)OC1C2C=CC(C1)C2